1-(5-(difluoromethoxy)-2-fluorophenyl)-3-(2-hydroxy-2-methylpropyl)-N-(3-methyl-1,1-dioxidothietan-3-yl)-1H-pyrazolo[3,4-b]pyridine-5-carboxamide FC(OC=1C=CC(=C(C1)N1N=C(C=2C1=NC=C(C2)C(=O)NC2(CS(C2)(=O)=O)C)CC(C)(C)O)F)F